NC1=CC=CC(=N1)S(=O)(=O)NC(=O)C=1C(=NC(=CC1)C1=C(C=CC=C1)OCC)OC1=C(C=C(C=C1C)C)C N-[(6-Amino-2-pyridyl)sulfonyl]-6-(2-ethoxyphenyl)-2-(2,4,6-trimethylphenoxy)pyridin-3-carboxamid